4-(2,3-dichlorophenyl)-6-methyl-1,2-dihydro-3H-pyrrolo[3,4-c]pyridin-3-one ClC1=C(C=CC=C1Cl)C1=NC(=CC2=C1C(NC2)=O)C